trans-5-benzyl-2-furaldehyde oxime C(C1=CC=CC=C1)C1=CC=C(O1)C=NO